C[Si](C1=CC(=CC=C1)C=C)(Br)C dimethyl-bromo(3-vinylphenyl)silane